CCCCC/C=C\\C/C=C\\C/C=C\\C/C=C\\CCCCCCCCCCCCCCCC(=O)O The molecule is a very long-chain omega-6 fatty acid that is tetracosanoic acid having four double bonds located at positions 17, 20, 23 and 26 (the 17Z,20Z,23Z,26Z-isomer). It is an omega-6 fatty acid and a dotriacontatetraenoic acid. It is a conjugate acid of a (17Z,20Z,23Z,26Z)-dotriacontatetraenoate.